CC1=CC2=C(N=C(N=C2NCCCC2=CC=C(C=C2)C2=CC=C(C=C2)OC(F)(F)F)C2=CN(C=C2)C)S1 6-methyl-2-(1-methyl-1H-pyrrol-3-yl)-N-(3-(4'-(trifluoromethoxy)-[1,1'-biphenyl]-4-yl)propyl)thieno[2,3-d]pyrimidin-4-amine